Tert-butyl((4-(4-fluoro-6-methoxy-5-((4-methoxybenzyl)oxy)benzo[b]thiophen-2-yl)but-3-en-1-yl)oxy)dimethylsilane C(C)(C)(C)[Si](C)(C)OCCC=CC1=CC2=C(S1)C=C(C(=C2F)OCC2=CC=C(C=C2)OC)OC